3-(5-(difluoromethyl)-1,3,4-thiadiazol-2-yl)-N-(1-(fluoromethyl)cyclopropyl)-8-(4-Isobutyrylpiperazin-1-yl)imidazo[1,2-a]pyridine-6-sulfonamide FC(C1=NN=C(S1)C1=CN=C2N1C=C(C=C2N2CCN(CC2)C(C(C)C)=O)S(=O)(=O)NC2(CC2)CF)F